C(C)OC(=O)[C@@H]1CN(CC[C@@H]1NC(=O)C=1N=NN(C1)C1=C(C=C(C=C1)F)F)C(=O)OC(C)(C)C (3R,4S)-4-{[1-(2,4-Difluoro-phenyl)-1H-[1,2,3]triazole-4-carbonyl]amino}-piperidine-1,3-dicarboxylic Acid 1-tert-butyl Ester 3-ethyl Ester